COC1=C(C2=C(C=N1)C=NN2C)NS(=O)(=O)C=2C=NC(=CC2)C=2N=C(SC2)C N-(6-METHOXY-1-METHYL-1H-PYRAZOLO[4,3-C]PYRIDIN-7-YL)-6-(2-METHYLTHIAZOL-4-YL)PYRIDINE-3-SULFONAMIDE